N-(3-((tert-butyldiphenylsilyl)oxy)propyl)-2-fluoro-5-nitrobenzenesulfonamide [Si](C1=CC=CC=C1)(C1=CC=CC=C1)(C(C)(C)C)OCCCNS(=O)(=O)C1=C(C=CC(=C1)[N+](=O)[O-])F